C(C1=CC=CC=C1)OC=1C(=C(C=C(C1C(=O)N1CC2=CC=CC(=C2C1)OC1COCC1)C1=C(C=CC(=C1)C)S(=O)(=O)[O-])C1=C(C=CC(=C1)C)S(=O)(=O)[O-])C 5-(benzyloxy)-4-methyl-6-(4-((tetrahydrofuran-3-yl) oxy) isoindoline-2-carbonyl)-1,3-phenylenedi(4-methylbenzenesulfonate)